2-(2,6-dioxo-piperidin-3-yl)-5-fluoro-6-(piperidin-1-yl)-isoindole-1,3-dione O=C1NC(CCC1N1C(C2=CC(=C(C=C2C1=O)F)N1CCCCC1)=O)=O